FC(COC1=NC(=C2C(=N1)N(N=C2)C)NCC2=CC=C(C=C2)S(=O)(=O)N)(F)F 4-((6-(2,2,2-Trifluoroethoxy)-1-methyl-1H-pyrazolo[3,4-d]pyrimidin-4-yl)aminomethyl)-benzenesulfonamide